ClC=1C(=C(C=C(C1)C1=C(C=C(C=C1C)C)C)[C@H](CC(=O)O)NC(C(CC(C)C)N1C(C=C(C(=C1)CCN(C)C)C(F)(F)F)=O)=O)F (3S)-3-(5-chloro-4-fluoro-2',4',6'-trimethyl-[1,1'-biphenyl]-3-yl)-3-(2-(5-(2-(dimethylamino)ethyl)-2-oxo-4-(trifluoromethyl)pyridin-1(2H)-yl)-4-methylpentanamido)propanoic acid